[N+](=O)([O-])C1=CC=C(CN2C(COCC2)=O)C=C1 4-(4-nitrobenzyl)morpholin-3-one